C(C)(C)(C)OC(=O)NCC=1C=C(C=CC1OC)C=1C=C2C=C(C(=NC2=CC1)N1CCN(CC1)C(=O)OC(C)(C)C)Cl tert-butyl 4-[6-[3-[(tert-butoxycarbonylamino)methyl]-4-methoxy-phenyl]-3-chloro-2-quinolyl]piperazine-1-carboxylate